[(2S)-1-{4-[(1H-benzimidazol-2-ylmethyl)amino]-7-bromoimidazo[2,1-f][1,2,4]triazin-2-yl}piperidin-2-yl]methanol N1C(=NC2=C1C=CC=C2)CNC2=NC(=NN1C2=NC=C1Br)N1[C@@H](CCCC1)CO